O=C1C(=C(C=NN1)N[C@H](CONC(CC1CCN(CC1)C=1SC=CN1)=O)C)C(F)(F)F (S)-N-(2-((6-oxo-5-(trifluoromethyl)-1,6-dihydropyridazin-4-yl)amino)propoxy)-2-(1-(thiazol-2-yl)piperidin-4-yl)acetamide